FC(OC1=C(C=CC(=C1)N1CCC(CC1)N1CCN(CC1)C(C)C)NC1=NC=C(C=N1)C(F)(F)F)F 2-((2-(difluoromethoxy)-4-(4-(4-isopropylpiperazin-1-yl)piperidin-1-yl)phenyl)amino)-5-(trifluoromethyl)pyrimidin